C(C)N1C2=NC(=NC(=C2N=C1C(C)=O)N1CCOCC1)C1=CC(=CC=C1)C=1N=NC=CC1 1-(9-ethyl-6-morpholino-2-(3-(pyridazin-3-yl)phenyl)-9H-purin-8-yl)ethan-1-one